(R)-3-(3,4-dichlorobenzyl)-8-(3,4-dimethoxyphenyl)-6-((2-imino-3-methyl-2,3-dihydro-1H-imidazol-1-yl)methyl)chroman-4-one ClC=1C=C(C[C@@H]2COC3=C(C=C(C=C3C2=O)CN2C(N(C=C2)C)=N)C2=CC(=C(C=C2)OC)OC)C=CC1Cl